5-(4-(3-(5-oxo-5,6-dihydro-1,6-naphthyridin-7-yl)propanoyl)piperazin-1-yl)pyridinecarbonitrile O=C1C=2C=CC=NC2C=C(N1)CCC(=O)N1CCN(CC1)C=1C=CC(=NC1)C#N